9H-fluoren-9-ylmethyl N-(3-oxopropyl)carbamate O=CCCNC(OCC1C2=CC=CC=C2C=2C=CC=CC12)=O